2-amino-4-(3,4-dihydroisoquinolin-2(1H)-yl)butan-1-ol NC(CO)CCN1CC2=CC=CC=C2CC1